2-Bromo-4-(trifluoromethyl)pyridine BrC1=NC=CC(=C1)C(F)(F)F